CC(C=C)(CCC=C(C)C)C1=C(C(=O)O)C=CC=C1.C(C1=CC=CC=C1)(=O)OC(C)(C=C)CCC=C(C)C Linalyl Benzoate (3,7-dimethylocta-1,6-dien-3-yl benzoate)